N-(1-(2-hydroxyethyl)cyclobutyl)-2-methyl-5-((2-(trifluoromethyl)pyridin-3-yl)methoxy)benzo-furan-3-carboxamide OCCC1(CCC1)NC(=O)C1=C(OC2=C1C=C(C=C2)OCC=2C(=NC=CC2)C(F)(F)F)C